CC=1C(=NC=CC1C(=O)O)C1=NC=CC=C1 methyl-2,2'-bipyridine-4-formic acid